ClC1=C(C=CC=C1)[C@H]1CC[C@H](N1C(=O)C1=CC=C(C=C1)C1=CC(=CC=C1)\C(\N)=N/O)C(=O)O (2S,5R)-5-(2-chlorophenyl)-1-(3'-((E)-N'-hydroxycarbamimidoyl)-[1,1'-biphenyl]-4-carbonyl)pyrrolidine-2-carboxylic acid